isopropyl (4-(1-(4-bromo-2-fluorobenzoyl)-5-(pyridin-2-yl)-4,5-dihydro-1H-pyrazol-3-yl)phenyl)carbamate BrC1=CC(=C(C(=O)N2N=C(CC2C2=NC=CC=C2)C2=CC=C(C=C2)NC(OC(C)C)=O)C=C1)F